CCCCCCCC(=O)NC1=CC=CC(=C1)N N-(3-aminophenyl)octanamide